ClC1=CC(=CS1)C(=O)N[C@@H](C)C1=NC=NN1C1=NC=C(C=N1)N=S(=O)(C)C (S)-5-chloro-N-(1-(1-(5-((dimethyl(oxo)-λ6-sulfaneylidene)amino)pyrimidin-2-yl)-1H-1,2,4-triazol-5-yl)ethyl)thiophene-3-carboxamide